C(C)(C)C=1C=C(C=2N(C1)N=CC2C#N)O 6-(isopropyl)-4-hydroxypyrazolo[1,5-a]pyridine-3-carbonitrile